ClCCN(CCCCCCCC(=O)OC(CCCCCCCC)CCCCCC)CCCCCC(OCCCCCCCCCCC)=O 1-hexylnonyl 8-[2-chloroethyl-(6-oxo-6-undecoxy-hexyl)amino]octanoate